1-[(3S)-4-(3-chloro-5-fluoro-phenyl)-3-methyl-piperazin-1-yl]-2-methoxy-4-methyl-pent-4-en-1-one ClC=1C=C(C=C(C1)F)N1[C@H](CN(CC1)C(C(CC(=C)C)OC)=O)C